3-fluoro-2-(1-(2-hydroxyphenyl)imidazo[1,5-a]pyridin-3-yl)phenol FC=1C(=C(C=CC1)O)C1=NC(=C2N1C=CC=C2)C2=C(C=CC=C2)O